6-Bromo-4-iodo-pyridin-3-amine BrC1=CC(=C(C=N1)N)I